1H-1,2,4-triazolium hydroxide [OH-].[NH2+]1N=CN=C1